5-(3-adamantan-1-yl-1,2,4-oxadiazol-5-yl)-5-aminopentylcarbamate C12(CC3CC(CC(C1)C3)C2)C2=NOC(=N2)C(CCCCNC([O-])=O)N